C(#N)C=1C=C(C=NC1N1NC=CN1)NC(N)=O 3-(5-cyano-6-(2H-1H-triazol-2-yl)pyridin-3-yl)urea